C(C)S(=O)(=O)N(S(=O)(=O)Cl)CCOC ethyl-sulfonyl-N-(2-methoxyethyl)sulfamoyl chloride